N1(CCN(CC1)CCCO)CCCO 3,3'-(piperazine-1,4-diyl)bis(propan-1-ol)